(3S,4R)-4-((4-(1-methoxy-6,7-dihydro-5H-cyclopenta[c]pyridin-4-yl)pyrimidin-2-yl)amino)tetrahydro-2H-pyran-3-ol COC1=NC=C(C2=C1CCC2)C2=NC(=NC=C2)N[C@H]2[C@@H](COCC2)O